FC(C=1C2=C(N=NC1C1=CC=C3C(C=CO3)=C1O)N(C=N2)[C@H]2CN(CCC2)C)F 5-[4-(difluoromethyl)-7-[(3R)-1-methyl-3-piperidyl]imidazo[4,5-c]pyridazin-3-yl]benzofuran-4-ol